2-oxo-1H-quinoline-3-carboxamide O=C1NC2=CC=CC=C2C=C1C(=O)N